CC(C(=O)OC1CC(C=C2C=CC(C(C12)CCC1OC(CC(C1)O)=O)C)C)CC [8-[2-(4-hydroxy-6-oxo-oxan-2-yl)ethyl]-3,7-dimethyl-1,2,3,7,8,8a-hexahydronaphthalen-1-yl] 2-methylbutanoate